9-(4-chloro-2-fluorophenyl)-2,3-dimethyl-7-[rac-(2R,4S)-2-(1-methyl-6-oxopyridin-3-yl)oxan-4-yl]pyrimido[1,2-b]pyridazin-4-one ClC1=CC(=C(C=C1)C=1C=2N(N=C(C1)[C@@H]1C[C@@H](OCC1)C1=CN(C(C=C1)=O)C)C(C(=C(N2)C)C)=O)F |r|